2-(aminomethyl)-5-bromobenzoic acid hydrochloride Cl.NCC1=C(C(=O)O)C=C(C=C1)Br